FC(C(C(F)(F)F)OC(=O)N1CCC2(C[C@H]2C(NC=2N=NC(=CC2)C)=O)CC1)(F)F.CC(C)(OCCCN1C=[N+](C=C1)CCCOC(C)(C)C)C 1,3-bis[3-(1,1-dimethylethoxy)propyl]imidazolium 1,1,1,3,3,3-hexafluoro-propan-2-yl-(R)-1-((6-methylpyridazin-3-yl)carbamoyl)-6-azaspiro[2.5]octane-6-carboxylate